dimethyl (2S,4S)-2-((tert-butoxycarbonyl)amino)-4-(4-fluoro-2-nitrophenoxy)pentanedioate C(C)(C)(C)OC(=O)N[C@H](C(=O)OC)C[C@@H](C(=O)OC)OC1=C(C=C(C=C1)F)[N+](=O)[O-]